CC(C(=O)NC=1SC(=CN1)C(C)C1=CC=CC=C1)C 2-methyl-N-[5-(1-phenylethyl)thiazol-2-yl]propanamide